CC=1C=C(C=C(C1C)C)NC1CCC(CC1)CNC(OC(C)(C)C)=O tert-butyl ((4-((3,4,5-trimethylphenyl)amino)cyclohexyl)methyl)carbamate